6-((4,6-Dimethyl-2-oxo-1,2-dihydropyridin-3-yl)methyl)-9-(furan-2-yl)-2,4-dimethyl-2-(trans-4-(methylamino)cyclohexyl)-7,8-dihydro-[1,3]dioxolo[4,5-g]isoquinolin-5(6H)-one CC1=C(C(NC(=C1)C)=O)CN1C(C=2C(=C3C(=C(C2CC1)C=1OC=CC1)OC(O3)([C@@H]3CC[C@H](CC3)NC)C)C)=O